FC1=C(C=CC(=C1)C(F)(F)F)C1N(CCCC1=O)C(=O)OC(C)(C)C tert-butyl 2-[2-fluoro-4-(trifluoromethyl)phenyl]-3-oxo-piperidine-1-carboxylate